(2'S,6'R,7S)-2-chloro-2'-(1-methyltriazol-4-yl)-6'-phenyl-spiro[4,5-dihydrothieno[2,3-c]pyran-7,4'-piperidine] ClC1=CC2=C(S1)[C@]1(C[C@H](N[C@H](C1)C1=CC=CC=C1)C=1N=NN(C1)C)OCC2